ClC1=NC=2N(C(=N1)Cl)N=CC2 2,4-dichloropyrazolo[1,5-a][1,3,5]triazine